C(CCCCCCCCCCCCC)(=O)OC[C@H](COP(=O)(O)OCC(COC(C[C@@H](C)NC(=O)OC(C)(C)C)=O)OC(C[C@@H](C)NC(=O)OC(C)(C)C)=O)OC(CCCCCCCCCCCCC)=O (2R)-3-(((2,3-bis(((R)-3-((tert-butoxycarbonyl)-amino)butanoyl)oxy)propoxy)(hydroxy)phosphoryl)oxy)propane-1,2-diyl ditetradecanoate